S-(dipropylarsino)-3-mercapto-1,2-propanediol C(CC)[As](SCC(CO)O)CCC